C(C)OC(C1=C(C(=CC=C1F)SC1COC1)Br)=O 2-bromo-6-fluoro-3-(oxetan-3-ylsulfanyl)benzoic acid ethyl ester